C(C)S(=O)(=O)C=1C=C(C=NC1C1=NC2=C(C=NC(=C2)C(F)(F)F)N1C)C(C#N)(C#N)C 2-[5-ethylsulfonyl-6-[3-methyl-6-(trifluoromethyl)imidazo[4,5-c]pyridin-2-yl]-3-pyridyl]-2-methyl-propanedinitrile